1,3-dimethyl-2,3-dihydro-1H-benzimidazole CN1CN(C2=C1C=CC=C2)C